4-amino-N'-(cyclopropanecarbonyl)-N-((3-fluoro-5-(trifluoromethyl)pyridin-2-yl)methyl)-1-methyl-N'-(methyl-d3)-1H-pyrazolo[4,3-c]quinoline-8-carbohydrazide NC1=NC=2C=CC(=CC2C2=C1C=NN2C)C(=O)N(N(C([2H])([2H])[2H])C(=O)C2CC2)CC2=NC=C(C=C2F)C(F)(F)F